C12N(CC(NC1)C2)C2=C1CN(C(C1=C(C=C2)F)=O)C2CNCCC2 3-(4-(2,5-diazabicyclo[2.2.1]heptane-2-yl)-7-fluoro-1-oxoisoindoline-2-yl)piperidine